C(C=C)(=O)N1[C@H](CN([C@@H](C1)C)C1=NC(=NC=2C[C@@H](CCC12)N1CCCC2=CC=C(C=C12)F)N1CC(C1)N(C)C)CC#N 2-((2S,5R)-1-Acryloyl-4-((R)-2-(3-(dimethylamino)azetidin-1-yl)-7-(7-fluoro-3,4-dihydroquinolin-1(2H)-yl)-5,6,7,8-tetrahydroquinazolin-4-yl)-5-methylpiperazin-2-yl)acetonitrile